N1C=C(C2=CC=CC=C12)CCN(CCC)CCC N-(2-(1H-indol-3-yl)ethyl)-N-propylpropan-1-amine